2,4,4-trimethylpentylphosphonic acid CC(CP(O)(O)=O)CC(C)(C)C